CC(CC1C(CCCCCCCCCC1)=O)=C 2-(2-methylprop-2-enyl)cyclododecan-1-one